6-azido-2-chloro-4-methyl-4H,5H,6H,7H,8H-thieno[3,2-b]azepin-5-one N(=[N+]=[N-])C1CCC2=C(N(C1=O)C)C=C(S2)Cl